BrC1=C(C=CC=C1)C(CC1(OCCC1)C1=CC=CC=C1)=O 1-(2-bromophenyl)-2-(2-phenyltetrahydrofuran-2-yl)ethan-1-one